CS(=O)(=O)C=1C=NC(=NC1)N1C[C@H](N([C@H](C1)C)C(=O)OC1CC2(CN(C2)CC2=CC=C(C=C2)C)C1)C 2-[(4-methylphenyl) methyl]-2-azaspiro[3.3]heptan-6-yl (2R,6S)-4-(5-methanesulfonylpyrimidin-2-yl)-2,6-dimethyl-piperazine-1-carboxylate